2-((1H-benzo[d]imidazol-2-yl)(2-methoxyphenyl)methyl)-6-bromoisoindolin-1-one N1C(=NC2=C1C=CC=C2)C(N2C(C1=CC(=CC=C1C2)Br)=O)C2=C(C=CC=C2)OC